C(C)OC(C=P(C1=CC=CC=C1)(C1=CC=CC=C1)C1=CC=CC=C1)=O.BrC=1C=C(C=C(C1O)Cl)/C=C/C(=O)OCC Ethyl (E)-3-(3-bromo-5-chloro-4-hydroxyphenyl)acrylate Ethyl-(triphenylphosphoranylidene)acetate